2-(2-(5-Cyclopropyl-2-((2-methoxypyridin-4-yl)carbamoyl)-4-(trifluoromethyl)phenoxy)-5-fluorophenoxy)acetic acid C1(CC1)C=1C(=CC(=C(OC2=C(OCC(=O)O)C=C(C=C2)F)C1)C(NC1=CC(=NC=C1)OC)=O)C(F)(F)F